S(=O)(=O)(O)C(CC)(C)SSC(CC)(C)S(=O)(=O)O bis-(sulfo-1-methylpropyl) disulfide